C1(=CC=CC=C1)[C@@H](CC(=O)NC1=CC=CC=C1)CCCCCCC (R)-3-phenyl-N-phenyldecanoamide